N-[2,4-difluoro-3-[([4-methoxy-1H-pyrazolo[3,4-b]pyridin-5-yl]oxy)methyl]phenyl]-5-fluoro-2-methoxypyridine-3-sulfonamide FC1=C(C=CC(=C1COC=1C(=C2C(=NC1)NN=C2)OC)F)NS(=O)(=O)C=2C(=NC=C(C2)F)OC